C(C)(=O)N1CC(CC1)(C(=O)NC)NC([C@H](CCCN1C(=NC=C1)N)N)=O 1-acetyl-3-[(2S)-2-amino-5-(2-amino-1H-imidazol-1-yl)pentanamido]-N-methylpyrrolidine-3-carboxamide